NCC=1C=C(C2=C(OCCO2)C1)N1CC(NCC1)CN 7-(aminomethyl)-5-(3-(aminomethyl)piperazin-1-yl)-2,3-dihydro-1,4-benzodioxine